C(O)C1C2C=CC(C1CO)C2 2,3-dimethylolbicyclo[2.2.1]Hept-5-ene